4-fluoro-5-(6-morpholin-4-ylpyridin-2-yl)-2-[(3R)-3,4-dimethylpiperazin-1-yl]phenyl-6-oxo-4-(trifluoromethyl)-1H-pyridine-3-carboxamide FC1=CC(=C(C=C1C1=NC(=CC=C1)N1CCOCC1)N1C=C(C(=CC1=O)C(F)(F)F)C(=O)N)N1C[C@H](N(CC1)C)C